6-((5-Cyclopropylpyridin-2-yl)amino)-4-((3-fluoro-2-methoxyphenyl)amino)-2-methyl-1,2-dihydro-3H-pyrazolo[3,4-b]pyridin-3-one C1(CC1)C=1C=CC(=NC1)NC1=CC(=C2C(=N1)NN(C2=O)C)NC2=C(C(=CC=C2)F)OC